5-{[(3R)-3-(2-ethoxy-2-oxoethoxy)pyrrolidin-1-yl]Methyl}pyridine-2-carboxylic acid C(C)OC(CO[C@H]1CN(CC1)CC=1C=CC(=NC1)C(=O)O)=O